FC(CN1N=CC=2C1=NC(=CN2)N2CCC1(CC(C1)OC1=NC=CC=C1C(F)(F)F)CC2)F 1-(2,2-difluoroethyl)-6-(2-((3-(trifluoromethyl)pyridin-2-yl)oxy)-7-azaspiro[3.5]nonan-7-yl)-1H-pyrazolo[3,4-b]pyrazine